C(CCC)OCOCCCC(C)[Cu]C(CCCOCOCCCC)C.[Li] lithium bis[4-butoxymethoxy-1-methylbutyl]copper